1-(4-chlorobut-2-yn-1-yl)piperidin ClCC#CCN1CCCCC1